tert-butyl (S)-2-(2-(5-(3,5-dimethyl-1H-pyrazol-1-yl) pyridin-3-yl)-4-methoxy-4-carbonylbutyl)-2,7-diazaspiro[3.5]nonane-7-carboxylate CC1=NN(C(=C1)C)C=1C=C(C=NC1)[C@@H](CN1CC2(C1)CCN(CC2)C(=O)OC(C)(C)C)CC(=C=O)OC